2-allyloxyethylphenyl ether C(C=C)OCCOC1=CC=CC=C1